cyanomethyl (2R)-2-[[4-[[2-(4-fluorophenyl)acetyl]amino]phenyl]methoxycarbonylamino]-4-phenylbutanoate FC1=CC=C(C=C1)CC(=O)NC1=CC=C(C=C1)COC(=O)N[C@@H](C(=O)OCC#N)CCC1=CC=CC=C1